FC(C(C)(C)O)(F)C=1C(=C(C=CC1)[C@@H](C)NC1=NC(=NC2=CC3=C(C=C12)N(C([C@]3(C)OCC)=O)C)C)F (R)-4-(((R)-1-(3-(1,1-difluoro-2-hydroxy-2-methylpropyl)-2-fluorophenyl)ethyl)amino)-8-ethoxy-2,6,8-trimethyl-6,8-dihydro-7H-pyrrolo[2,3-g]quinazolin-7-one